C(C=C)(=O)NCCCN(C)C [3-(acryloylamino)propyl]dimethylamine